C(CCCCCCCCCCCCCCCC)(=O)OC[C@@H](OC(CCCCCCCCCCCCCCCC)=O)COP(=O)(O)OCC[N+](C)(C)C 1,2-di(heptadecanoyl)-sn-glycero-3-phosphorylcholine